di(n-hexyl) peroxydicarbonate C(=O)(OCCCCCC)OOC(=O)OCCCCCC